4-phenoxy-2,2,6,6-tetramethylpiperidine O(C1=CC=CC=C1)C1CC(NC(C1)(C)C)(C)C